ClC1=NC(=CC(=C1)C1=C(C=C(C=C1)F)C=1N(C=CN1)CC)C1CC1 2-chloro-6-cyclopropyl-4-[2-(1-ethylimidazol-2-yl)-4-fluorophenyl]pyridine